NC1=NC=C(C=N1)C#CC=1C(=C(C=CC1F)NS(=O)(=O)C=1C(=NC=C(C1)Cl)C(F)(F)F)F N-(3-((2-aminopyrimidin-5-yl)ethynyl)-2,4-difluorophenyl)-5-chloro-2-(trifluoromethyl)pyridine-3-sulfonamide